4-[(E)-3-(4-Hydroxyphenyl)-3-oxoprop-1-enyl]-N-methylbenzamide OC1=CC=C(C=C1)C(/C=C/C1=CC=C(C(=O)NC)C=C1)=O